aluminum sodium fluoride chloride [Cl-].[F-].[Na+].[Al+3]